OC[C@](CCCC)(C)NC(OC(C)(C)C)=O (R)-tert-butyl (1-hydroxy-2-methylhexan-2-yl)carbamate